N-(5-(((1R,5S)-6-oxa-3-azabicyclo[3.1.1]heptan-3-yl)methyl)-4'-((2-(1,1-difluoroethyl)-6-ethylpyrimidin-4-yl)amino)-[2,3'-bipyridin]-6'-yl)acetamide [C@@H]12CN(C[C@@H](O1)C2)CC=2C=CC(=NC2)C=2C=NC(=CC2NC2=NC(=NC(=C2)CC)C(C)(F)F)NC(C)=O